L-prolyl-D-prolyl-benzylamine N1[C@@H](CCC1)C(=O)N1[C@H](CCC1)C(=O)NCC1=CC=CC=C1